acrylamidoundecane-1,1-dicarboxylic acid C(C=C)(=O)NC(CCCCCCCCCC)(C(=O)O)C(=O)O